C(C1=CC=CC=C1)O[C@H]1[C@H](O)O[C@@H]([C@@H]([C@@H]1O)O)COCC1=CC=CC=C1 2,6-bis-O-benzyl-β-D-galactopyranose